COC1CN(C2=CC=CC=C2C1)C(=O)C=1C=NC=C(C1)N1CCOCC1 (3,4-dihydro-3-methoxy-1(2H)-quinolinyl)[5-(4-morpholinyl)-3-pyridinyl]-methanone